C(CCCCCCC\C=C\CCCCCCCC)O trans-oleyl alcohol